(R)-N-((S)-3-(3-chloro-4-hydroxyphenyl)-2-(dimethylamino)propyl)-3-phenylbutanamide ClC=1C=C(C=CC1O)C[C@@H](CNC(C[C@@H](C)C1=CC=CC=C1)=O)N(C)C